4-[8-[2-[tert-butyl-(dimethyl)silyl]oxyethyl]-2-methylsulfanyl-7-oxo-pyrido[2,3-d]pyrimidin-6-yl]-8-methyl-2,3-dihydroquinoxaline-1-carboxylic acid tert-butyl ester C(C)(C)(C)OC(=O)N1CCN(C2=CC=CC(=C12)C)C1=CC2=C(N=C(N=C2)SC)N(C1=O)CCO[Si](C)(C)C(C)(C)C